2-bromo-6-Nitrophenylboronic acid BrC1=C(C(=CC=C1)[N+](=O)[O-])B(O)O